6-(2-amino-5-(4-(1-(2,2-difluoroethyl)piperidin-4-yl)phenyl)pyridin-3-yl)-7-fluoro-3,4-dihydroisoquinolin-1(2H)-one NC1=NC=C(C=C1C=1C=C2CCNC(C2=CC1F)=O)C1=CC=C(C=C1)C1CCN(CC1)CC(F)F